cobalt-aluminum Oxide [O-2].[Al+3].[Co+2]